2,5-dimethyl-N-methyl-aniline CC1=C(NC)C=C(C=C1)C